C(C)(C)C(C(C)C)N (1-isopropyl-2-methylpropyl)amine